3,4,5-tris(3-trimethoxysilylpropyl)-cyclohexane CO[Si](CCCC1CCCC(C1CCC[Si](OC)(OC)OC)CCC[Si](OC)(OC)OC)(OC)OC